OC=1C=C2CCN(CC2=CN1)C(=O)[C@H]1CCC(N1C)=O (5R)-5-[(6-hydroxy-3,4-dihydro-2,7-naphthyridin-2(1H)-yl)carbonyl]-1-methylpyrrolidin-2-one